[N+](=O)([O-])C1=CC=C(C=N1)N1CCNCC1 1-(6-nitro-3-pyridinyl)piperazine